tert-butyl benzyl(1-cyclohexyl-3-oxopropan-2-yl)carbamate C(C1=CC=CC=C1)N(C(OC(C)(C)C)=O)C(CC1CCCCC1)C=O